N-(2-chloro-3-((3,5-dimethyl-4-oxo-3,4-dihydroquinazolin-6-yl)amino)-4-fluorophenyl)-N-(4-methoxybenzyl)propane-1-sulfonamide ClC1=C(C=CC(=C1NC=1C(=C2C(N(C=NC2=CC1)C)=O)C)F)N(S(=O)(=O)CCC)CC1=CC=C(C=C1)OC